C(C)OC(=O)C1([C@H]2[C@@]([C@H](N1)C1=C(C=CC=C1)O)(OC1=C2C=CC=C1)[N+](=O)[O-])C(=O)OCC (3R,3aS,8bS)-3-(2-hydroxyphenyl)-3a-nitro-2,3,3a,8b-tetrahydro-1H-benzofuro[2,3-c]pyrrole-1,1-dicarboxylic acid diethyl ester